aluminum monostearyl phosphate P(=O)(OCCCCCCCCCCCCCCCCCC)([O-])[O-].[Al+2]